FC1=C(OC2=C(C=C(C=C2)NS(=O)(=O)CCOC)C=2C3=C(C(N(C2)C)=O)NC=C3)C=CC(=C1)F N-[4-(2,4-difluorophenoxy)-3-(6-methyl-7-oxo-6,7-dihydro-1H-pyrrolo[2,3-c]pyridin-4-yl)phenyl]-2-methoxyethanesulfonamide